5-Piperidin-1-yl-6-trifluoromethoxy-1H-benzoimidazol N1(CCCCC1)C1=CC2=C(NC=N2)C=C1OC(F)(F)F